[Cu].[Pt].[Au] gold-platinum-copper